BrC=1C=C2CC(CNC2=C(C1)I)(F)F 6-bromo-3,3-difluoro-8-iodo-2,4-dihydro-1H-quinoline